2-ethynyl-4-trifluoromethyl-aniline 3-Butylheptyl-8-((3-(cyclopropanecarboxamido)propyl)(8-(heptadecan-9-yloxy)-8-oxooctyl)amino)octanoate C(CCC)C(CCOC(CCCCCCCN(CCCCCCCC(=O)OC(CCCCCCCC)CCCCCCCC)CCCNC(=O)C1CC1)=O)CCCC.C(#C)C1=C(N)C=CC(=C1)C(F)(F)F